[Te].[Te].[Te].OC1(CCC(N1)=O)CC1=CC=C(C=C1)OCOC 5-hydroxy-5-(4-(methoxymethoxy)benzyl)pyrrolidin-2-one tri-tellurium